COC[C@@H]1N([C@H](CC1)COC)C1=C(C(OC(=C1)C(=O)NC=1SC(=NN1)N1N=CC=C1C)=O)OC 4-((2R,5R)-2,5-bis(methoxymethyl)pyrrolidin-1-yl)-3-methoxy-N-(5-(5-methyl-1H-pyrazol-1-yl)-1,3,4-thiadiazol-2-yl)-2-oxo-2H-pyran-6-carboxamide